2-Amino-7-fluoro-4-(5-fluoro-3-((1-((4-fluoropiperidin-1-yl)methyl)cyclopropyl)methoxy)-7,9-dihydrofuro[3,4-f]quinazolin-6-yl)thieno[3,2-c]pyridine-3-carbonitrile NC1=C(C=2C(=NC=C(C2S1)F)C=1C2=C(C=3C=NC(=NC3C1F)OCC1(CC1)CN1CCC(CC1)F)COC2)C#N